CC(C)(COP(=O)([O-])OP(=O)([O-])OC[C@@H]1[C@H]([C@H]([C@@H](O1)N2C=NC3=C(N=CN=C32)N)O)OP(=O)([O-])[O-])[C@H](C(=O)NCCC(=O)NCCSC(=O)C(=O)[O-])O The molecule is an acyl-CoA oxoanion that is the pentaanion of oxalyl-CoA, arising from deprotonation of phosphate, diphosphate and carboxylic acid functions. It is a conjugate base of an oxalyl-CoA.